FC1=C(C(=CC(=C1)OCCCC1CCN(CC1)C1=NC=C(C=N1)CCC)F)CC(=O)O 2-(2,6-difluoro-4-(3-(1-(5-propylpyrimidin-2-yl)piperidin-4-yl)propoxy)phenyl)acetic acid